2-(3-(morpholine-4-carbonyl)pyrrolidin-1-yl)acetamide N1(CCOCC1)C(=O)C1CN(CC1)CC(=O)N